4-(1-((6-(4-chlorophenyl)-2-oxaspiro[3.5]non-6-en-7-yl)methyl)-1,2,3,6-tetrahydropyridin-4-yl)-2-(2,3-dihydropyrrolo[3',2':5,6]pyrido[2,3-b][1,4]oxazin-1(6H)-yl)benzamide ClC1=CC=C(C=C1)C=1CC2(COC2)CCC1CN1CCC(=CC1)C1=CC(=C(C(=O)N)C=C1)N1C2=C(OCC1)N=C1C(=C2)C=CN1